ONC(=O)[C@H]1[C@@H]2CC[C@H](CN1S(=O)(=O)N1CCC(CC1)OC1=CC=C(C=C1)C(F)(F)F)N2C(=O)OCCOC 2-methoxyethyl (1S,2R,5R)-2-(hydroxy-carbamoyl)-3-((4-(4-(trifluoromethyl) phenoxy)-piperidin-1-yl)-sulfonyl)-3,8-diazabicyclo-[3.2.1]octane-8-carboxylate